C1(=CC=CC=C1)N1N=CC(=C1C(=O)O)OC1=CC(=CC=C1)C(F)(F)F 1-phenyl-4-(3-(trifluoromethyl)phenoxy)-1H-pyrazole-5-carboxylic acid